O=C1C(CCCC1)[SH2+] (2-Oxocyclohexyl)sulfonium